4-[5-(2-aminoethyl)pyrimidin-2-yl]-3-(1-cyclobutylpyrazole-4-carbonyl)benzonitrile NCCC=1C=NC(=NC1)C1=C(C=C(C#N)C=C1)C(=O)C=1C=NN(C1)C1CCC1